C(C1=CC=CC=C1)OC(=O)[C@H]1N([C@H]1C(C)C)CC1=CC=CC=C1 (2S,3S)-1-benzyl-3-isopropylaziridine-2-carboxylic acid benzyl ester